2,2-dichloro-3-(3-chloro-4-fluorophenyl)cyclopropane-1-carboxamide ClC1(C(C1C1=CC(=C(C=C1)F)Cl)C(=O)N)Cl